6-([1,3]dioxino[4,5-h]isoquinolin-7-yl)benzol C1OCOC=2C=CC=3C(=CN=CC3C21)C2=CC=CC=C2